C1(=CC=CC=C1)CC(=O)ON(C=1C=C(C(=O)N)C=CC1)C(=O)C=1C=NC(=CC1)F 3-(((phenylacetyl)oxy)(6-fluoropyridine-3-carbonyl)amino)benzamide